C1(CCCC1)NC1=NC(=NC=C1C)NC1=CC2=C(B(OC2(C)C)O)C=C1 5-((4-(cyclopentylamino)-5-methylpyrimidin-2-yl)amino)-3,3-dimethylbenzo[c][1,2]oxaborole-1(3H)-ol